2-(trans-2-(3-nitrophenyl)cyclobutyl)-2H-1,2,3-triazole [N+](=O)([O-])C=1C=C(C=CC1)[C@H]1[C@@H](CC1)N1N=CC=N1